6-ethyl-1-decene C(C)C(CCCC=C)CCCC